tert-butyl 4-((6-(2-(N-methylmethylsulfonamido)benzamido)pyridazin-3-yl)sulfonyl)piperazine-1-carboxylate CN(S(=O)(=O)C)C1=C(C(=O)NC2=CC=C(N=N2)S(=O)(=O)N2CCN(CC2)C(=O)OC(C)(C)C)C=CC=C1